3-fluoro-4-(6-(hydroxymethyl)-1-(3-methyloxetan-3-yl)-1H-benzo[d]imidazol-2-yl)-6-methoxybenzene-1,2-diol FC1=C(C(=C(C=C1C1=NC2=C(N1C1(COC1)C)C=C(C=C2)CO)OC)O)O